FC=1C(=NC=C(C1)C)C1CNCCO1 2-(3-Fluoro-5-methylpyridin-2-yl)morpholine